O1CCN(CC1)C1=CC=C(C=C1)C(CCC)=O (4-morpholinophenyl)-1-butanone